(4Z)-2-[[(2S)-2-Hydroxy-2-phenyl-ethyl]amino]-4-[(3-methylbenzimidazol-5-yl)methylene]-1H-imidazol-5-one O[C@H](CNC=1NC(/C(/N1)=C/C1=CC2=C(N=CN2C)C=C1)=O)C1=CC=CC=C1